icosafluorododecyl-sulfonate FC(C(C(C(C(C(C(C(C(F)(F)S(=O)(=O)[O-])(F)F)(F)F)(F)F)(F)F)(F)F)(F)F)(F)F)CCC(F)(F)F